[C@H]1(CC[C@H](CC1)C(=O)OC1=CC=CC=C1)C(=O)OC1=CC=CC=C1 diphenyl trans-cyclohexane-1,4-dicarboxylate